CN1C=CC2=CC=C(C=C12)C1=CC=C(C(=N1)OC1=C(C=C(C=C1C)C)C)C(=O)NS(=O)(=O)C=1C(NC=CC1)=O 6-(1-Methylindol-6-yl)-N-[(2-oxo-1H-pyridin-3-yl)sulfonyl]-2-(2,4,6-trimethylphenoxy)pyridin-3-carboxamid